2-(piperazin-1-yl)-4-(quinolin-3-yl)-5,6,7,8-tetrahydroquinazolin N1(CCNCC1)C1=NC=2CCCCC2C(=N1)C=1C=NC2=CC=CC=C2C1